2-(prop-2-enyl)-4-[2-hydroxy-5-(prop-2-enyl)phenyl]phenolate C(C=C)C1=C(C=CC(=C1)C1=C(C=CC(=C1)CC=C)O)[O-]